4-methoxy-1H-pyrrolo[3,2-C]pyridine COC1=NC=CC2=C1C=CN2